di-methyl-dioxolane CC1(OCCO1)C